(E)-2-methylthio-1-chlorostyrene CSC1C(C=C)(C=CC=C1)Cl